FC(OCCN1C=NC2=C1C=CC(=C2)F)F 1-[2-(difluoromethoxy)ethyl]-5-fluoro-1H-1,3-benzodiazol